3-fluoro-2-hydroxy-5-(2-(6-(piperidin-1-yl)pyridin-3-yl)thiazol-4-yl)benzaldehyde FC=1C(=C(C=O)C=C(C1)C=1N=C(SC1)C=1C=NC(=CC1)N1CCCCC1)O